O1C[C@H](CC1)N1N=C2N(C3=C(C=C2)NCC3)C1=O 2-((S)-tetrahydrofuran-3-yl)-2,6,7,8-tetrahydro-1H-pyrrolo[2,3-e][1,2,4]triazolo[4,3-a]pyridin-1-one